[N+](=O)([O-])C1=CC=C(CC2=C(C(=O)N)C=CC=C2)C=C1 (4-nitrobenzyl)benzamide